methyl 4-bromo-3-((4,4-difluorocyclohexyl)oxy)benzoate BrC1=C(C=C(C(=O)OC)C=C1)OC1CCC(CC1)(F)F